8-(naphthalen-1-yl)-2-(quinolin-3-ylmethyl)hexahydro-2H-pyrazino[1,2-a]pyrazine-6,9-dione C1(=CC=CC2=CC=CC=C12)N1C(C2N(CCN(C2)CC=2C=NC3=CC=CC=C3C2)C(C1)=O)=O